N(=[N+]=[N-])C1=CC=C(C=C2C(C(CC(C2)C)=CC2=CC=C(C=C2)N=[N+]=[N-])=O)C=C1 2,6-di-(4-azidobenzal)-4-methylcyclohexanone